C(CCCCCCC)OC1=CC=C(C=C1)[I+]C1=CC=CC=C1 (4-Octyloxyphenyl)-(phenyl)iodonium